C(C1=CC=CC=C1)OC([C@](N)(CC1=CC=C(C=C1)OCC1=CC=CC=C1)C(F)F)=O (R)-alpha-difluoromethyl-O-benzyl-tyrosine benzyl ester